FC1=CC=C(COC=2C=NC(=NC2)N2C[C@@H](CC2)O)C=C1 (R)-1-(5-((4-fluorobenzyl)oxy)pyrimidin-2-yl)pyrrolidin-3-ol